Hexanylcarnitine C(CCCCC)C(O)(C[N+](C)(C)C)CC([O-])=O